N1=C(C=NC=C1)C(C)=O 1-(pyrazin-2-yl)ethan-1-one